C(C)(CC)C1=CC(=NN1)N 5-(sec-butyl)-1H-pyrazol-3-amine